(R)-7-(1-methyl-1H-pyrazol-5-yl)-3-(3-methyl-1H-pyrazol-5-yl)-5-(3-methylmorpholino)isoxazolo[4,5-b]pyridine CN1N=CC=C1C1=C2C(=NC(=C1)N1[C@@H](COCC1)C)C(=NO2)C2=CC(=NN2)C